FC=1C(=NC(=NC1)NC=1C=CC(=NC1)N1CCN(CC1)C(C)=O)C1=CN=C2N1C=CC=C2 1-(4-(5-((5-Fluoro-4-(imidazo[1,2-a]pyridin-3-yl)pyrimidin-2-yl)amino)pyridin-2-yl)piperazin-1-yl)ethan-1-one